C1=C(C=CC2=CC=CC=C12)C1=NN2C(SC1)=NN=C2CCC=2C=NC=CC2 6-(Naphthalene-2-yl)-3-(2-(pyridine-3-yl)ethyl)-7H-[1,2,4]triazolo[3,4-b][1,3,4]thiadiazine